(1H-pyrazol-1-yl)pyrimidin N1(N=CC=C1)C1=NC=CC=N1